NC=1N=CC(=NC1)CNC(OC(C)(C)C)=O tert-butyl ((5-aminopyrazin-2-yl)methyl)carbamate